ClC=1C(=C2C(=NC1)NC(=N2)C2=CC=C(C=C2)N2CCOCC2)NC2CCN(CC2)CC=2C(=NN(C2C)C)C 6-Chloro-2-(4-morpholin-4-ylphenyl)-N-{1-[(1,3,5-trimethyl-1H-pyrazol-4-yl)methyl]piperidin-4-yl}-3H-imidazo[4,5-b]pyridin-7-amine